BrC=1C=C(C(=NC1)OC)C(F)(F)F 5-bromo-2-methoxy-3-(trifluoromethyl)pyridine